N-[3-[2-(difluoromethoxy)-5-(oxetan-3-ylsulfanyl)phenyl]-1-[2-[4-[methyl(oxetan-3-yl)amino]-1-piperidyl]-2-oxo-ethyl]pyrazol-4-yl]pyrazolo[1,5-a]pyrimidine-3-carboxamide FC(OC1=C(C=C(C=C1)SC1COC1)C1=NN(C=C1NC(=O)C=1C=NN2C1N=CC=C2)CC(=O)N2CCC(CC2)N(C2COC2)C)F